FC1CC(N(C1)C(=O)C1CNC(O1)=O)C(=O)NC(C1=CC=C(C=C1)C(C)C)C1=CC=CC=C1 4-fluoro-1-(2-oxo-1,3-oxazolidine-5-carbonyl)-N-{phenyl[4-(propan-2-yl)phenyl]methyl}pyrrolidine-2-carboxamide